C(=O)(O)CC1(OC1)C(=O)O 2-(carboxymethyl)oxirane-2-carboxylic acid